FC1=C(C=CC(=C1)F)C(C1=CN=C(S1)NC(OCCCC)=O)O butyl (5-((2,4-difluorophenyl)(hydroxy)methyl)thiazol-2-yl)carbamate